4-amino-4'-chloro-5-((4-sulfamoylphenyl)amino)-[1,1'-biphenyl]-3-carboxamide NC1=C(C=C(C=C1NC1=CC=C(C=C1)S(N)(=O)=O)C1=CC=C(C=C1)Cl)C(=O)N